ClC1=CC=C(C=C1)N1C=CC2=CC=C(C=C12)CO [1-(4-Chloro-phenyl)-1H-indol-6-yl]-methanol